C(C)(C)C1(C(C(=C(C=C1C(C)C)C(C)C)C(C)C)N)N 2,3,5,6-tetraisopropyl-phenylenediamine